FC(C(=O)O)(F)F.N1C[C@H](OCC1)COC=1C=CC=2N(C1)N=CC2C#N 6-(((S)-morpholin-2-yl)methoxy)pyrazolo[1,5-a]Pyridine-3-carbonitrile trifluoroacetate salt